1-methylindolo[1,2-a]quinoxalin-6(5H)-one CC1=CC=CC=2NC(C=3N(C12)C1=CC=CC=C1C3)=O